NC1=NC2=CC(=CC(=C2C=C1Br)F)CC(C)C=1[C@H]([C@H]([C@@H](C1)N1C=CC2=C1N=CN=C2N)O)O (1S,2R,5R)-3-(1-(2-amino-3-bromo-5-fluoroquinolin-7-yl)propan-2-yl)-5-(4-amino-7H-pyrrolo[2,3-d]pyrimidin-7-yl)cyclopent-3-ene-1,2-diol